1,2-dimethyl-3-(4-methylphenyl)azetidine-3-carboxylic acid ethyl ester C(C)OC(=O)C1(C(N(C1)C)C)C1=CC=C(C=C1)C